7-fluoroindolizine-2-carboxylic acid FC=1C=CN2C=C(C=C2C1)C(=O)O